BrC1=NN2C(C(CCC2)OC2=C(C(=CC=C2)F)F)=N1 2-bromo-8-(2,3-difluorophenoxy)-5,6,7,8-tetrahydro-[1,2,4]triazolo[1,5-a]pyridine